CC(=O)CNC(=O)C N-(2-oxopropyl)acetamide